3-(5-(4-(4-bromophenyl)piperazin-1-yl)-1H-benzo[d]imidazol-2-yl)pentan-2-ol BrC1=CC=C(C=C1)N1CCN(CC1)C1=CC2=C(NC(=N2)C(C(C)O)CC)C=C1